C(CCCCCCC\C=C/CCCCCCCC)(=O)[O-].C(CC(=O)C)(=O)[O-].[Al+2] aluminum monoacetoacetate monooleate